[Si](C)(C)(C(C)(C)C)OCC1=CC=C(C=C1)C(C)=O 1-(4-(((tert-butyldimethylsilyl)oxy)methyl)phenyl)ethan-1-one